chloro-5-ethyl-1-(oxetan-3-yl)-1H-pyrrolo[2,3-b]pyridine-4-carbaldehyde ClC1=CC2=C(N=CC(=C2C=O)CC)N1C1COC1